CC=1C(=NC(=NC1)C(=O)OCCCCO[Si](C1=CC=CC=C1)(C1=CC=CC=C1)C(C)(C)C)NC1CCC1 4-((tert-butyldiphenylsilyl)oxy)butan-1-ol methyl-4-(cyclobutylamino)pyrimidine-2-carboxylate